N2,N2,N6,N6-tetrakis(2-methoxyethyl)-8-(4-methoxypiperidin-1-yl)-N4-(2-phenoxyethyl)pyrimido[5,4-d]pyrimidine-2,4,6-triamine COCCN(C=1N=C(C2=C(N1)C(=NC(=N2)N(CCOC)CCOC)N2CCC(CC2)OC)NCCOC2=CC=CC=C2)CCOC